(4-(2-(4-(4-(2,6-dioxopiperidin-3-yl)phenyl)piperazin-1-yl)ethyl)piperidin-1-yl)-4-((5-fluoro-4-((5-methyl-1H-pyrazol-3-yl)amino)pyrimidin-2-yl)amino)benzamide O=C1NC(CCC1C1=CC=C(C=C1)N1CCN(CC1)CCC1CCN(CC1)C1=C(C(=O)N)C=CC(=C1)NC1=NC=C(C(=N1)NC1=NNC(=C1)C)F)=O